N-(furan-2-yl-methyl)-3-(3-(4-(hydroxymethyl)phenoxy)azetidin-1-yl)-2-(1H-pyrrol-1-yl)benzamide O1C(=CC=C1)CNC(C1=C(C(=CC=C1)N1CC(C1)OC1=CC=C(C=C1)CO)N1C=CC=C1)=O